(2-Phenyl-2-methoxyethyl) phenyl carbonate C(OCC(OC)C1=CC=CC=C1)(OC1=CC=CC=C1)=O